FC=1C=C2C(=NC1)CC1(CCNCC1)[C@H]2N[S@](=O)C(C)(C)C (R)-N-((R)-3-fluoro-5,7-dihydrospiro[cyclopenta[b]pyridine-6,4'-piperidin]-5-yl)-2-methylpropane-2-sulfinamide